C1(CC1)CN([C@H]1CCNCCC1)C (4R)-N-(cyclopropylmethyl)-N-methylazepan-4-amine